C(=CC1=CC=CC=C1)P(O)(=O)CCC1=CC=CC=C1 styryl-phenethyl-phosphinic acid